N1CCC(CC1)COC1CNC1 3-(4-piperidylmethoxy)azetidin